3-chloro-5-ethylsulfanyl-pyridine-2-carboxylic acid ClC=1C(=NC=C(C1)SCC)C(=O)O